7-(2,6-difluoro-3,5-dimethoxyphenyl)-2-{[(3S)-3-(dimethylamino)pyrrolidin-1-yl]methyl}-9,9-dimethyl-3,6,7,9-tetrahydro-8H-pyrrolo[2,3-c]-2,7-naphthyridin-8-one FC1=C(C(=C(C=C1OC)OC)F)N1C(C(C=2C3=C(N=CC2C1)NC(=C3)CN3C[C@H](CC3)N(C)C)(C)C)=O